3-(λ2-azaneyl)-6-(tert-butyl)-N-phenylpyrazin-2-amine [NH]C=1C(=NC(=CN1)C(C)(C)C)NC1=CC=CC=C1